CC=1CCC(C(C1)C1=C(C=C(C=C1CN(C([O-])=O)CC1=CC=CC=C1)CCCCC)CN(C([O-])=O)CC1=CC=CC=C1)C(=C)C 5'-methyl-4-pentyl-2'-(prop-1-en-2-yl)-1',2',3',4'-tetrahydro-[1,1'-biphenyl]-2,6-diylbis(benzyl (methyl) carbamate)